ClC[C@H](COCOCC[Si](C)(C)C)NC(OC(C)(C)C)=O tert-butyl N-[(1S)-1-(chloromethyl)-2-(2-trimethylsilylethoxymethoxy)ethyl]carbamate